[Si](C1=CC=CC=C1)(C1=CC=CC=C1)(C(C)(C)C)O[C@H]1C[C@@H](N(C1)C)C(=O)OC methyl (2R,4S)-4-[tert-butyl(diphenyl)silyl]oxy-1-methyl-pyrrolidine-2-carboxylate